N=1C(=NN2C1CCCCC2)N 6,7,8,9-tetrahydro-5H-[1,2,4]triazolo[1,5-a]azepin-2-amine